C1=CC=CC=2C3=CC=CC=C3N(C12)C1=CC=C(C=C1)C#C 2-(4-(9H-carbazol-9-yl)phenyl)acetylene